1-cetyl-sn-glycero-3-phosphocholine C(CCCCCCCCCCCCCCC)OC[C@@H](O)COP(=O)([O-])OCC[N+](C)(C)C